N'-dihydroxypropylurea OC(CCNC(N)=O)O